C(=O)(O)C=1C=C(C=CC1C(=O)O)C=1C=C(C(C(=O)O)=CC1OCCCCCCOC1=CC=C(C=C1)C=CC(C1=CC=CC=C1)=O)C(=O)O 4-(3,4-Dicarboxyphenyl)-5-[6-[4-(3-oxo-3-phenylprop-1-enyl)phenoxy]hexoxy]phthalic acid